NC1=C(C=C(C=N1)NC(C(=O)N1[C@@H](CC[C@H](C1)C)C1=CC=C(C=C1)S(=O)(=O)C)=O)C |o1:12,15| rel-N-(6-amino-5-methylpyridin-3-yl)-2-((2S,5R)-5-methyl-2-(4-(methylsulfonyl)phenyl)piperidin-1-yl)-2-oxoacetamide